N[C@H]1C[C@H](CC1)OC=1C(=NC=CC1)C1=CC(=NN1)NC=1N=CC(=NC1)C#N 5-((5-(3-(((1S,3R)-3-aminocyclopentyl)oxy)pyridin-2-yl)-1H-pyrazol-3-yl)amino)pyrazine-2-carbonitrile